thiobutyrate C(CCC)(=S)[O-]